fluorophenyl-beta-hydroxyethylamine FN(CCO)C1=CC=CC=C1